O[C@H]1C[C@@H](CCC1)N1C(C=CC2=C1N=C(N=C2)SC)=O 8-[(1r,3r)-3-hydroxycyclohexyl]-2-(methylsulfanyl)pyrido[2,3-d]pyrimidin-7(8H)-one